C(C)(C)C1=C(C(=CC=C1)C(C)C)NCC(C(C)C)=O (2,6-diisopropylphenyl)amino-3-methylbutan-2-one